4-chloro-2-iodobenzohydrazide ClC1=CC(=C(C(=O)NN)C=C1)I